FC=1C=C2C(C(=COC2=CC1)CNC1=CC=CC=C1)=O 6-Fluoro-3-((phenylamino)methyl)-4H-chromen-4-one